Cl.NC1CCN(CC1)C1=C(C(=C(C(=N1)SC(C(=O)N)C1=CC=CC=C1)C#N)C1CC1)C#N 2-((6-(4-aminopiperidin-1-yl)-3,5-dicyano-4-cyclopropylpyridin-2-yl)thio)-2-phenylacetamide, hydrochloride